6-(3-(3,3-Dimethylpyrrolidin-1-yl)phenyl)-5,7-dimethyl-2-(pyridin-2-yl)-2,6-dihydro-1H-pyrrolo[3,4-d]pyridazin-1-one CC1(CN(CC1)C=1C=C(C=CC1)N1C(=C2C(N(N=CC2=C1C)C1=NC=CC=C1)=O)C)C